CC1=CC=CC=C1CC2CCCCC2 PERHYDRO-BENZYLTOLUENE